CC1=CC(=NC=C1)C1=NC=CC(=C1)C 4',4-Dimethylbipyridine